COC(C1=C(C=CC(=C1)C(N)=S)OC)=O 5-thiocarbamoyl-2-methoxybenzoic acid methyl ester